1,3,5-tri(4-tert-butyl-3-hydroxy-2,6-dimethyl-benzyl)-1,3,5-triazine-2,4,6(1H,3H,5H)-trione C(C)(C)(C)C1=C(C(=C(CN2C(N(C(N(C2=O)CC2=C(C(=C(C=C2C)C(C)(C)C)O)C)=O)CC2=C(C(=C(C=C2C)C(C)(C)C)O)C)=O)C(=C1)C)C)O